(2-oxoethyl)piperazine-1-carboxylic acid tert-butyl ester C(C)(C)(C)OC(=O)N1C(CNCC1)CC=O